tert-butyl 2-(6-bromo-1-oxo-2,3-dihydro-1H-isoindol-2-yl)-2-methylpropanoate BrC1=CC=C2CN(C(C2=C1)=O)C(C(=O)OC(C)(C)C)(C)C